O=C1[C@H]2[C@@H]3CC[C@H]([C@@H](CCCC(C)CO)C)[C@]3(CC[C@@H]2[C@]2(CC[C@@H](CC2=C1)O)C)C 7-keto-27-hydroxy-cholesterol